N1N=CN=C1C1=CC=C(C=N1)N1C=CC=2C1=NC=C(C2)C(=O)OCC Ethyl 1-(6-(1H-1,2,4-triazol-5-yl)pyridin-3-yl)-1H-pyrrolo[2,3-b]pyridine-5-carboxylate